CC=1C(=CC=2C([C@H]([C@@H](C(C2C1)(C)C)C)C)(C)C)C=O trans-5,6,7,8-tetrahydro-3,5,5,6,7,8,8-heptamethyl-2-naphthaldehyde